ClC1=CC(=C(C(=C1)C)C=1N=NC(=CC1)CCl)OCOCC 3-[4-chloro-2-(ethoxymethoxy)-6-methyl-phenyl]-6-(chloromethyl)pyridazine